C1CCCCC=C(CCCC1)C2=NNCCCCCCCC2 Diazabicycloundecen